4-bromo-5-methyl-1-(tetrahydro-2H-pyran-2-yl)-1H-pyrazole-3-carbaldehyde BrC=1C(=NN(C1C)C1OCCCC1)C=O